1-(oxetan-2-ylmethyl)-1H-benzo[d]imidazol-5-amine O1C(CC1)CN1C=NC2=C1C=CC(=C2)N